4-((3-(5-methoxybenzo[d]thiazol-2-yl)pyridin-4-yl)amino)piperidine-1-carboxylic acid tert-butyl ester C(C)(C)(C)OC(=O)N1CCC(CC1)NC1=C(C=NC=C1)C=1SC2=C(N1)C=C(C=C2)OC